Cl.CC1=NC(=CC(=C1)C=1C=C(C=CC1)C=1N=C(SC1)NC(=O)[C@]1(NCC1)C)C (S)-N-(4-(3-(2,6-dimethylpyridin-4-yl)phenyl)thiazol-2-yl)-2-methylazetidine-2-carboxamide hydrochloride